tert-butyl 4-[2-amino-5-(2-(methoxycarbonyl)phenoxy)pyridin-3-yl]piperazine-1-carboxylate NC1=NC=C(C=C1N1CCN(CC1)C(=O)OC(C)(C)C)OC1=C(C=CC=C1)C(=O)OC